2-propoxyethyl toluate C=1(C(=CC=CC1)C(=O)OCCOCCC)C